C(C)(C)(C)[S@@](=O)N[C@H]1C=2C(=NC=CC2)CC12CCN(CC2)C(=O)OC(C)(C)C Tert-butyl (5R)-5-[[(R)-tert-butyl sulfinyl]amino]spiro[5,7-dihydrocyclopenta[b]pyridine-6,4'-piperidine]-1'-carboxylate